1-(8Z,11Z,14Z-eicosatrienoyl)-2-(7Z,10Z,13Z,16Z-docosatetraenoyl)-glycero-3-phosphoserine CCCCC/C=C\C/C=C\C/C=C\CCCCCCC(=O)OC[C@H](COP(=O)(O)OC[C@@H](C(=O)O)N)OC(=O)CCCCC/C=C\C/C=C\C/C=C\C/C=C\CCCCC